3-((1H-pyrrolo[2,3-b]pyridin-5-yl)oxy)-4'-((S)-2-(2-cyclopropylphenyl)pyrrolidin-1-yl)-2',3',4',5'-tetrahydro-[1,1'-biphenyl]-4-carboxylic acid N1C=CC=2C1=NC=C(C2)OC=2C=C(C=CC2C(=O)O)C=2CCC(CC2)N2[C@@H](CCC2)C2=C(C=CC=C2)C2CC2